5-Fluoro-6-(2-methoxyethoxy)-3-[3-(4-{3-[(2R)-2-methylmorpholin-4-yl]azetidin-1-carbonyl}phenyl)-1,2-oxazol-5-yl]-1H-indazol FC=1C=C2C(=NNC2=CC1OCCOC)C1=CC(=NO1)C1=CC=C(C=C1)C(=O)N1CC(C1)N1C[C@H](OCC1)C